P(=O)(OC[C@@H]([C@@H]([C@@H](CCCCCCCCCCCCCC)O)O)N)(O)O (2S,3S,4R)-2-amino-3,4-dihydroxyoctadecyl dihydrogen phosphate